COC1=CC(=C(NC(CC(=O)OCC)=O)C=C1)C ethyl 3-(4-methoxy-2-methyl-anilino)-3-oxo-propanoate